4,4'-di(carbazole-9-yl)biphenyl C1=CC=CC=2C3=CC=CC=C3N(C12)C1=CC=C(C=C1)C1=CC=C(C=C1)N1C2=CC=CC=C2C=2C=CC=CC12